CO[C@H]1[C@@H](OC2=CC=CC(=C2C1=O)OCOC)C1=CC(=C(C=C1)OC)OCOC (trans)-3-methoxy-2-(4-methoxy-3-(methoxymethoxy)phenyl)-5-(methoxymethoxy)chroman-4-one